tris(2-phenylpyridine) iridium (iii) [Ir+3].C1(=CC=CC=C1)C1=NC=CC=C1.C1(=CC=CC=C1)C1=NC=CC=C1.C1(=CC=CC=C1)C1=NC=CC=C1